C1(=CC=CC=C1)N(C=1C=C2C=3C=CC=CC3C(=CC2=C2C=CC=CC12)N(C1=CC=C(C=C1)C)C1=CC=CC=C1)C1=CC=C(C=C1)C N,N'-diphenyl-N,N'-di(p-tolyl)chrysene-6,12-diamine